N1CC(C1)C=1C=CC(=NC1)N1CC2(C1)CCCC2 2-[5-(Azetidin-3-yl)-2-pyridyl]-2-azaspiro[3.4]octane